ClC=1C=C(C=CC1F)C(C=1N(C(=C(N1)S(=O)(=O)C)C)COCC[Si](C)(C)C)OCC1=C(C=CC=C1)F 2-((3-chloro-4-fluorophenyl)((2-fluorobenzyl)oxy)methyl)-5-methyl-4-(methylsulfonyl)-1-((2-(trimethylsilyl)ethoxy)methyl)-1H-imidazole